N1CCC(CC1)CN1CCN(CC1)C1=CC=CC(=N1)C1C(NC(CC1)=O)=O 3-(6-(4-(piperidin-4-ylmethyl)piperazin-1-yl)pyridin-2-yl)piperidine-2,6-dione